[4-trifluoromethylphenyl]piperidine-1-carboximidamide FC(C1=CC=C(C=C1)C1N(CCCC1)C(N)=N)(F)F